OCCCCCOCCCOCC(=O)OCCCC butyl 2-(3-(5-hydroxypentoxy) propoxy)acetate